triphenyl-aniline C1(=CC=CC=C1)C1=C(N(C2=CC=CC=C2)C2=CC=CC=C2)C=CC=C1